(1-(1-(cis-4-isopropylcyclohexyl)piperidin-4-yl)-3-((methoxyimino)methyl)-1H-pyrrolo[2,3-b]pyridin-2-yl)methyl carbamate C(N)(OCC1=C(C=2C(=NC=CC2)N1C1CCN(CC1)[C@@H]1CC[C@@H](CC1)C(C)C)C=NOC)=O